4-(4-(2-((1-(Methylsulfonyl)piperidin-4-yl)amino)-5-(trifluoro-methyl)pyrimidin-4-yl)-1H-imidazol-1-yl)isophthalonitrile CS(=O)(=O)N1CCC(CC1)NC1=NC=C(C(=N1)C=1N=CN(C1)C1=C(C=C(C#N)C=C1)C#N)C(F)(F)F